[C-]#N.C(CC)[NH+]1CC(CC1)CC 1-propyl-3-ethylpyrrolidinium cyanide salt